N-(3-(3-oxa-9-azaspiro[5.5]undecan-9-yl)propyl)-5-(4-((diethylamino)methyl)phenyl)thieno[3,2-b]pyridin-7-amine C1COCCC12CCN(CC2)CCCNC2=C1C(=NC(=C2)C2=CC=C(C=C2)CN(CC)CC)C=CS1